COC=1C=C(C=CC1OC)C1=CC=NC=2N1N=C(C2)C(=O)N2CCN(CC2)C2=CC=CC=C2 (7-(3,4-dimethoxyphenyl)pyrazolo[1,5-a]pyrimidin-2-yl)(4-phenylpiperazin-1-yl)methanone